2-((4-nonylphenoxy)methyl)pyridine C(CCCCCCCC)C1=CC=C(OCC2=NC=CC=C2)C=C1